4-(14-amino-3,6,9,12-tetraoxatetradecyl)-2-methyl-N1-(5-methylthiazol-2-yl)terephthalamide NCCOCCOCCOCCOCCC1(CC(=C(C(=O)NC=2SC(=CN2)C)C=C1)C)C(=O)N